NC=1C=C(C=CC1O[Si](C)(C)C(C)(C)C)C[C@@H](CC(C(=O)OC(C)(C)C)C)NC(=O)OC(C)(C)C (4R)-tert-butyl 5-(3-amino-4-((tert-butyldimethylsilyl)oxy)phenyl)-4-((tert-butoxycarbonyl)amino)-2-methylpentanoate